Dipropylbis(2-Hydroxyethyl)Ammonium Hydroxide [OH-].C(CC)[N+](CCO)(CCO)CCC